6-methoxy-N2,N2-dimethyl-7-(3-(pyrrolidin-1-yl)propoxy)-N4-(tetrahydro-2H-pyran-3-yl)quinazoline-2,4-diamine COC=1C=C2C(=NC(=NC2=CC1OCCCN1CCCC1)N(C)C)NC1COCCC1